ε-azidolysine N(=[N+]=[N-])C(CCC[C@H](N)C(=O)O)N